5-chloro-8-((2-fluoro-5-methylphenyl)sulfonyl)-3-hydroxyquinazoline-2,4(1H,3H)-dione ClC1=C2C(N(C(NC2=C(C=C1)S(=O)(=O)C1=C(C=CC(=C1)C)F)=O)O)=O